ClC=1C(=NC(=NC1)NC1=C(C=C(C=C1)N1CCC(CC1)NC(CCCCCOC1=C2C(N(C(C2=CC=C1)=O)C1C(NC(CC1)=O)=O)=O)=O)OC)NC1=C(C=CC=C1)P(=O)(OC)OC N-(1-(4-((5-chloro-4-((2-(dimethylphosphono)phenyl)amino)pyrimidin-2-yl)amino)-3-methoxyphenyl)piperidin-4-yl)-6-((2-(2,6-dioxopiperidin-3-yl)-1,3-dioxoisoindolin-4-yl)oxy)hexanamide